(4-((2-((4S)-6-(4-chlorophenyl)-8-methoxy-1-methyl-4H-benzo[f][1,2,4]triazolo[4,3-a][1,4]diazepin-4-yl)acetamido)methyl)phenyl)boronic acid ClC1=CC=C(C=C1)C1=N[C@H](C=2N(C3=C1C=C(C=C3)OC)C(=NN2)C)CC(=O)NCC2=CC=C(C=C2)B(O)O